N1C[C@@H](CC1)C(=O)O (R)-pyrrolidin-3-carboxylic acid